tert-butyl (1S,2S,3R,5R)-2-fluoro-3-((3-(2-hydroxy-4-(1-methyl-1H-pyrazol-4-yl) phenyl)-1,2,4-triazin-6-yl) oxy)-9-azabicyclo[3.3.1]nonane-9-carboxylate F[C@H]1[C@@H]2CCC[C@H](C[C@H]1OC1=CN=C(N=N1)C1=C(C=C(C=C1)C=1C=NN(C1)C)O)N2C(=O)OC(C)(C)C